ClC=1C=C2C(=C(C=NC2=CC1)C=1CCOCC1)NC1=C(C(=O)O)C=C(C=C1)C 2-[[6-chloro-3-(3,6-dihydro-2H-pyran-4-yl)-4-quinolinyl]amino]-5-methyl-benzoic acid